Docosene CCCCCCCCCCCCCCCCCCCCC=C